1,6-dimethyl-1H-indazol-5-amine CN1N=CC2=CC(=C(C=C12)C)N